3-tetraphenyldisilazane C1(=CC=CC2=CC=C3C=C4C=CC=CC4=CC3=C12)[SiH2]N[SiH3]